(1S,2S,4R,8S,9S,11S,12S,13R)-11-Hydroxy-8-(2-hydroxyacetyl)-9,13-dimethyl-6-(4-nitrophenyl)-5,7-dioxapentacyclo[10.8.0.02,9.04,8.013,18]icosa-14,17-dien-16-one O[C@H]1C[C@@]2([C@@]3(OC(O[C@@H]3C[C@H]2[C@@H]2CCC3=CC(C=C[C@@]3([C@@H]12)C)=O)C1=CC=C(C=C1)[N+](=O)[O-])C(CO)=O)C